D,L-sorbitol OC[C@H](O)[C@@H](O)[C@H](O)[C@H](O)CO |r|